1-(5-(difluoromethoxy)pyridin-3-yl)-3,3-dimethyl-N-(4-methyl-1,1-dioxidotetrahydro-2H-thiopyran-4-yl)-2-oxoindoline-5-carboxamide FC(OC=1C=C(C=NC1)N1C(C(C2=CC(=CC=C12)C(=O)NC1(CCS(CC1)(=O)=O)C)(C)C)=O)F